C1(CC1)C1=NNC(=N1)C1CC2(CN(C2)C(=O)N2CCC(CC2)OCC2=CC(=C(C(=O)N)C=C2)OC)C1 4-[[1-[6-(3-cyclopropyl-1H-1,2,4-triazol-5-yl)-2-azaspiro[3.3]heptane-2-carbonyl]-4-piperidyl]oxymethyl]-2-methoxy-benzamide